C(C)(C)(C)OC(=O)N1CC(CCC1)(C)O.BrC(C(=O)C1=NC=CC=C1)C 2-bromo-1-(pyridin-2-yl)propan-1-one tert-butyl-3-hydroxy-3-methylpiperidine-1-carboxylate